N,4-dimethyl-N-(pent-4-en-1-yl)benzenesulfonamide CN(S(=O)(=O)C1=CC=C(C=C1)C)CCCC=C